ClC=1C=C(CN2C(=CC3=CC(=CC=C23)O)C(C)C2=CC=C(C=C2)CC(C)C)C=CC1 (3-chlorobenzyl)-2-(1-(4-isobutylphenyl)ethyl)-1H-indol-5-ol